(S)-4-amino-5-((1,3-bis(oleoyloxy)-2-((oleoyloxy)methyl)propan-2-yl)amino)-5-oxopentanoic acid N[C@@H](CCC(=O)O)C(=O)NC(COC(CCCCCCC\C=C/CCCCCCCC)=O)(COC(CCCCCCC\C=C/CCCCCCCC)=O)COC(CCCCCCC\C=C/CCCCCCCC)=O